Br.[Si] silicon hydrogen bromide